C(C1=CC=CC=C1)OC1=NC(=CC=C1C1=CC=C(C=C1)C#CC1(CN(C1)C(=O)OC(C)(C)C)F)OCC1=CC=CC=C1 tert-butyl 3-[2-[4-(2,6-dibenzyloxy-3-pyridinyl) phenyl] ethynyl]-3-fluoroazetidine-1-carboxylate